4-(2-(difluoromethoxy)phenyl)-N-(5-methoxy-1,3,4-thiadiazol-2-yl)-6-methylnicotinamide FC(OC1=C(C=CC=C1)C1=CC(=NC=C1C(=O)NC=1SC(=NN1)OC)C)F